1-(3-(Difluoromethoxy)phenyl)-N-(4-methyl-1,1-dioxidotetrahydro-2H-thiopyran-4-yl)-2-oxo-3-(3,3,3-trifluoropropyl)-2,3-dihydro-1H-benzo[d]imidazole-5-carboxamide FC(OC=1C=C(C=CC1)N1C(N(C2=C1C=CC(=C2)C(=O)NC2(CCS(CC2)(=O)=O)C)CCC(F)(F)F)=O)F